OC(CCCC(CC=O)C)(C)C 7-Hydroxy-3,7-dimethyl-octanal